1-benzyl-N-(thiazol-2-yl)-1H-indazole-3-carboxamide C(C1=CC=CC=C1)N1N=C(C2=CC=CC=C12)C(=O)NC=1SC=CN1